tert-butyl N-[2-[4-[4-[2-chloro-4-[[5-(2,3-difluoro-4-methoxy-phenyl)-1-methyl-imidazole-2-carbonyl]amino]benzoyl]piperazine-1-carbonyl]-1-methyl-piperidin-1-ium-1-yl]ethyl]carbamate ClC1=C(C(=O)N2CCN(CC2)C(=O)C2CC[N+](CC2)(C)CCNC(OC(C)(C)C)=O)C=CC(=C1)NC(=O)C=1N(C(=CN1)C1=C(C(=C(C=C1)OC)F)F)C